3-(2-chloro-3-(ethylsulfonamido)benzyl)-4-((dimethylamino)methyl)-6-fluoro-2-oxo-2H-chromen-7-yl dimethylcarbamate CN(C(OC1=C(C=C2C(=C(C(OC2=C1)=O)CC1=C(C(=CC=C1)NS(=O)(=O)CC)Cl)CN(C)C)F)=O)C